(R)-4-((1-(3-(difluoromethyl)-2-fluorophenyl)ethyl)amino)-8-(6,7-dihydro-4H-pyrazolo[5,1-c][1,4]oxazin-3-yl)-2-methyl-6-morpholinopyrido[4,3-d]pyrimidin-7(6H)-one FC(C=1C(=C(C=CC1)[C@@H](C)NC=1C=2C(N=C(N1)C)=C(C(N(C2)N2CCOCC2)=O)C=2C=NN1C2COCC1)F)F